7-chloro-8-methyl-[1,2,4]triazolo[4,3-c]pyrimidine ClC1=C(C=2N(C=N1)C=NN2)C